ClC1=C(C=C(C=C1)OC(C(=C)C1=CC(=CC(=C1)Cl)Cl)(F)F)Cl 1,2-dichloro-4-((2-(3,5-dichlorophenyl)-1,1-difluoroallyl)oxy)benzene